tert-butyl ((4-(4-(5-fluoroisoindoline-2-carboxamido)phenyl)-3,6-dihydropyridin-1(2H)-yl)sulfonyl)carbamate FC=1C=C2CN(CC2=CC1)C(=O)NC1=CC=C(C=C1)C=1CCN(CC1)S(=O)(=O)NC(OC(C)(C)C)=O